CON=C(C#CC1=CC=CC=C1)C1=CC=CC=C1 1,3-diphenyl-2-propyn-1-one-O-methyl oxime